OCCOCCN 2-(2-hydroxyethoxy)ethan-1-ylamine